FC1=C(C=C(C(=O)OC)C=C1)NC(=O)C1=C(C=NN1)F methyl 4-fluoro-3-(4-fluoro-1H-pyrazole-5-carboxamido)benzoate